(S)-N-(4-(3-aminopiperidin-1-yl)-5-(1-((3,3-difluorocyclobutyl)methyl)-1H-pyrazol-4-yl)pyridin-2-yl)-2-(2-fluoro-6-methoxyphenyl)pyrimidin-4-amine N[C@@H]1CN(CCC1)C1=CC(=NC=C1C=1C=NN(C1)CC1CC(C1)(F)F)NC1=NC(=NC=C1)C1=C(C=CC=C1OC)F